6-(r-cyclobutyl-[1,4'-bipiperidin]-4-yl)-5-fluoro-1-methyl-2-(4-(methylsulfonyl)phenyl)-1H-benzo[d]imidazole C1(CCC1)[C@@H]1N(CCC(C1)C=1C(=CC2=C(N(C(=N2)C2=CC=C(C=C2)S(=O)(=O)C)C)C1)F)C1CCNCC1